6-fluoro-4-methoxy-2-(4-methyl-2-thiazolyl)-5-(trifluoromethyl)pyrimidine FC1=C(C(=NC(=N1)C=1SC=C(N1)C)OC)C(F)(F)F